methyl 1,2-dimethylcyclopropane-1,2-dicarboxylate CC1(C(C1)(C(=O)[O-])C)C(=O)OC